C(C1=CC=CC=C1)(=O)N1C(CCC1)C(C)C(C(=O)OCC)C(=O)OCC (±)-Diethyl 2-(1-(1-benzoylpyrrolidin-2-yl)ethyl)malonate